COC=1C=C(C(=O)[O-])C=C(C1OC)OC 3,4,5-Trimethoxybenzoate